COC(C1=CC(=C(C=C1)I)OC(=O)C)=O 3-acetoxyl-4-iodobenzoic acid methyl ester